7-bromo-4-(difluoromethyl)quinoline BrC1=CC=C2C(=CC=NC2=C1)C(F)F